di(nonylphenyl)phosphite C(CCCCCCCC)C1=C(C=CC=C1)OP(OC1=C(C=CC=C1)CCCCCCCCC)[O-]